NC[C@@](CO)(C)S(=O)(=O)C1(CC1)CN1C(C2=C(CC1)C(=NN2C)C(=O)NCC2=CC=C(C=C2)C#N)=O |o1:2| (R)- or (S)-6-((1-((1-Amino-3-hydroxy-2-methylpropan-2-yl)sulfonyl)cyclopropyl)methyl)-N-(4-cyanobenzyl)-1-methyl-7-oxo-4,5,6,7-tetrahydro-1H-pyrazolo[3,4-c]pyridine-3-carboxamide